C1(=CC=CC2=CC=CC=C12)C1(CCC1)C1=C(C(=O)N)C=CC=C1 (1-(naphthalen-1-yl)cyclobutyl)benzamide